2-[(8R,9aS)-8-(2,3-dichloro-6-methoxyphenyl)-4-oxo-hexahydro-1H-pyrido[2,1-c][1,4]oxazin-3-yl]acetonitrile ClC1=C(C(=CC=C1Cl)OC)[C@H]1C[C@H]2COC(C(N2CC1)=O)CC#N